N-methyl-pyrrolidinium bis(trifluoromethanesulfonyl)imide [N-](S(=O)(=O)C(F)(F)F)S(=O)(=O)C(F)(F)F.C[NH+]1CCCC1